2-((4-bromobenzyl)sulfinyl)-6-fluorobenzo[d]oxazole BrC1=CC=C(CS(=O)C=2OC3=C(N2)C=CC(=C3)F)C=C1